COC=1C=C(C[C@@H]2[C@@H]([C@H](OC2)C2=CC(=C(C(=C2)OC)OC)OC)COC(\C(=C/C)\C)=O)C=C(C1OC)OC [(2S,3R,4R)-4-(3,4,5-trimethoxybenzyl)-2-(3,4,5-trimethoxyphenyl)tetrahydro-furan-3-yl]methyl-(2Z)-2-methylbut-2-en-oate